8-((tert-butyldiphenylsilyl)oxy)-2-methyloctane-1,2-diol [Si](C1=CC=CC=C1)(C1=CC=CC=C1)(C(C)(C)C)OCCCCCCC(CO)(O)C